C(C)C1N(CCNC1)C1=CC=CC=2OCCOC21 5-(2-ethylpiperazin-1-yl)-2,3-dihydro-1,4-benzodioxine